2-(2-(3-amino-4-hydroxypyrrolidin-1-yl)-6-cyclopropylpyrimidin-4-yl)-4-(2-fluoro-6-methoxyphenyl)-2,3-dihydro-1H-pyrrolo[3,4-c]pyridin-1-one NC1CN(CC1O)C1=NC(=CC(=N1)N1CC=2C(=NC=CC2C1=O)C1=C(C=CC=C1OC)F)C1CC1